5'-methyl-3-(oxetan-3-yl)-4-pentyl-2'-(prop-1-en-2-yl)-[1,1'-biphenyl]-2,6-diol CC=1C=CC(=C(C1)C=1C(=C(C(=CC1O)CCCCC)C1COC1)O)C(=C)C